NC1=C(C=C(C(=O)OC)C=C1NCC1=CN=CS1)OC methyl 4-amino-3-methoxy-5-((thiazol-5-ylmethyl)amino)benzoate